Tert-butyl (R)-(1-(4-cyanophenyl)-2-hydroxyethyl)carbamate C(#N)C1=CC=C(C=C1)[C@H](CO)NC(OC(C)(C)C)=O